[C@H]1([C@@H](O)[C@@H](O)[C@H](O)[C@H](O1)CO)O[C@@H]1[C@@H](OCCN)O[C@@H]([C@H]([C@@H]1O)O)CO 2-aminoethyl α-D-mannopyranosyl-(1→2)-α-D-mannopyranoside